ClC1=NN2C(N=CC3=C2C(CN3C(=O)N)(C(F)(F)F)C)=C1 2-chloro-8-methyl-8-(trifluoromethyl)-7,8-dihydro-6H-pyrazolo[1,5-a]pyrrolo[2,3-e]pyrimidine-6-carboxamide